ONC(=O)C=1C=2CN(C(C2C=CC1)(C)C)C=1SC=2C(=NC=CC2)N1 N-hydroxy-1,1-dimethyl-2-(thiazolo[4,5-b]pyridin-2-yl)isoindoline-4-carboxamide